NC1=NC(=CC2=CC(=NC=C12)NC(=O)[C@@H]1[C@H](C1)C=1C=NN(C1)C)C=1C(=CC(=NC1)C(=O)O)C 5-(1-amino-6-((1S,2S)-2-(1-methyl-1H-pyrazol-4-yl)cyclopropane-1-carboxamido)-2,7-naphthyridin-3-yl)-4-methylpyridine-2-carboxylic acid